O[C@@]1(C(N(CC1)C)=O)C1=CC(=NO1)C=1C=C(C=CC1)C=1SC(=C(N1)C(=O)OC)CNC1=NN(C=C1)C (R)-Methyl 2-(3-(5-(3-hydroxy-1-methyl-2-oxopyrrolidin-3-yl)isoxazol-3-yl)phenyl)-5-(((1-methyl-1H-pyrazol-3-yl)amino)methyl)thiazole-4-carboxylate